nonanolate C(CCCCCCCC)[O-]